(R)-(5-fluoro-2-(2-methoxy-7-methylquinoxalin-5-yl)-7,8-dihydrobenzofuro[5,4-d]thiazol-7-yl)methyl (3-(dimethylcarbamoyl)phenyl)carbamate CN(C(=O)C=1C=C(C=CC1)NC(OC[C@@H]1OC2=C(C1)C1=C(N=C(S1)C1=C3N=CC(=NC3=CC(=C1)C)OC)C=C2F)=O)C